ClC=1C=C(C=CC1Cl)C=1C=C2C(=CNC2=CC1)NC(=O)NC1=CC=C(C=C1)C(F)(F)F 1-(5-(3,4-dichlorophenyl)-1H-indol-3-yl)-3-(4-(trifluoromethyl)phenyl)urea